methyl 2-[(2S,6R)-4-benzyl-1-(2-methoxy-2-oxo-ethyl)-6-methyl-piperazin-2-yl]acetate C(C1=CC=CC=C1)N1C[C@@H](N([C@@H](C1)C)CC(=O)OC)CC(=O)OC